2-fluoro-1-(3-(7-(3-hydroxypyrrolidin-1-yl)-3-(6-(trifluoromethyl)pyridin-3-yl)-1H-pyrazolo[4,3-b]pyridin-1-yl)azetidin-1-yl)prop-2-en-1-one FC(C(=O)N1CC(C1)N1N=C(C2=NC=CC(=C21)N2CC(CC2)O)C=2C=NC(=CC2)C(F)(F)F)=C